C1(=CC=CC=C1)N(CCO)CCO 2,2'-(phenylazanediyl)bis(ethan-1-ol)